N-(3-chloro-4-fluorophenyl)-7-methoxy-6-(2-(morpholinyloxy)ethoxy)quinazolin-4-amine ClC=1C=C(C=CC1F)NC1=NC=NC2=CC(=C(C=C12)OCCON1CCOCC1)OC